(R)-N-((1R,5S,8s)-3-(6-methylpyrimidin-4-yl)-3-azabicyclo[3.2.1]octan-8-yl)-7-(2,3,4-trifluorophenoxy)-6,7-dihydro-5H-pyrrolo[1,2-b][1,2,4]triazol-2-amine CC1=CC(=NC=N1)N1C[C@H]2CC[C@@H](C1)C2NC=2N=C1N(N2)CC[C@H]1OC1=C(C(=C(C=C1)F)F)F